7-amino-3-(cyclobutylmethyl)-2-methyl-5-(methyl-sulfonyl)pyrazolo[1,5-a]pyridine NC1=CC(=CC=2N1N=C(C2CC2CCC2)C)S(=O)(=O)C